C(C)(C)(C)C=1C(=C(C=C(C1)C1CC1)S(=O)(=O)N)OC tert-butyl-5-cyclopropyl-2-methoxy-benzenesulfonamide